NC1COC2(CN(C2)C(=O)OC(C)(C)C)C1 tert-butyl 7-amino-5-oxa-2-azaspiro[3.4]octane-2-carboxylate